C(C1=CC=CC=C1)N1C(C(NC2=CC=CC=C12)=O)=O 1-benzylquinoxaline-2,3(1h,4h)-dione